1-(3-amino-4-phenyl-6-(thiophen-2-yl)thieno[2,3-b]pyridin-2-yl)pentan-1-one NC1=C(SC2=NC(=CC(=C21)C2=CC=CC=C2)C=2SC=CC2)C(CCCC)=O